C(OC1=C(C=NC2=CC(=C(C=C12)OC1=CC=C(C=C1)OC(F)(F)F)C)C)(OC)=O 3,7-dimethyl-6-[4-(trifluoromethoxy)phenoxy]-4-quinolinyl methyl carbonate